periodic acid cobalt (III) [Co+3].I(=O)(=O)(=O)O